CC1([C@H](C1)C(=O)N1CC2(C1)CN(C[C@H]2C(=O)O)C2=NC=CC1=C2SC=N1)C (S)-2-((S)-2,2-dimethylcyclopropanecarbonyl)-6-(thiazolo[5,4-c]pyridin-4-yl)-2,6-diazaspiro[3.4]octane-8-carboxylic acid